C(C=CCCCCCCCCCCCCCCCCCCC)(=O)N docosenoic acid amide